FC1=CC=C(C=C1)N1C2=CC=CC(=C2C2=C1C(C(CC21CC(C1)C(=O)O)=O)(C)C)O 9-(4-fluorophenyl)-5-hydroxy-1,1-dimethyl-2-oxo-1,2,3,9-tetrahydrospiro[carbazole-4,1'-cyclobutane]-3'-carboxylic acid